(3-{[2-(4-Chlorophenyl)imidazo[1,2-a]pyridin-3-yl]methyl}-3,8-diazabicyclo[3.2.1]oct-8-yl)(1,3-thiazol-2-yl)methanone ClC1=CC=C(C=C1)C=1N=C2N(C=CC=C2)C1CN1CC2CCC(C1)N2C(=O)C=2SC=CN2